Nonane-2-carboxamide CC(CCCCCCC)C(=O)N